C1(CCCC1)N1C(N(C(C(=C1)C(=O)N)=O)C1=CC=C(C=C1)F)=O 1-cyclopentyl-3-(4-fluorophenyl)-2,4-dioxo-1,2,3,4-tetrahydropyrimidine-5-carboxamide